FC=1C(=NC(=NC1)NC1=CC=C(C=C1)OC1=CC=CC=C1)NC=1C=C(C(=O)NN)C=CC1 3-((5-fluoro-2-((4-phenoxyphenyl)amino)pyrimidin-4-yl)amino)benzoyl-hydrazine